spiro[cyclohexane-1,3'-dihydroimidazo[1',5':1,6]pyrido[3,4-b][1,6]naphthyridine]-1',5',11'(6'H)-trione C1(NC2(N3C(C=4NC=5C=CN=CC5C(C4C=C31)=O)=O)CCCCC2)=O